C(CC=CCC)OC(C(C)C)=O isobutyric acid (E) and (Z)-3-hexenyl ester